FC1=C(C=CC=C1)C1(NC=CC=2C(=C(C=CC12)C)N)N 1-(2-fluorophenyl)-6-methylisoquinoline-1,5-diamine